CN1[C@H]2CC(C[C@@H]1CC2)C2=NN=C(O2)[C@@]21CN(C[C@]1(C2)C(F)(F)F)C2=C1C=CC=NC1=C(C=C2)C#N 5-((1S,5R)-1-(5-((1R,3S,5S)-8-methyl-8-azabicyclo[3.2.1]oct-3-yl)-1,3,4-oxadiazol-2-yl)-5-(trifluoromethyl)-3-azabicyclo[3.1.0]hex-3-yl)quinoline-8-carbonitrile